3-(5-{[(1R,3s-5S)-8-azabicyclo[3.2.1]octan-3-yl](methyl)amino}[1,3]thiazolo[5,4-d][1,3]thiazol-2-yl)-6-(1H-pyrazol-4-yl)pyrimidin-4(3H)-one [C@H]12CC(C[C@H](CC1)N2)N(C=2SC1=C(N2)SC(=N1)N1C=NC(=CC1=O)C=1C=NNC1)C